4-amino-8-(4-(methoxymethyl)pyridin-3-yl)-2-oxo-N-propyl-1,2-dihydroquinoline-3-carboxamide NC1=C(C(NC2=C(C=CC=C12)C=1C=NC=CC1COC)=O)C(=O)NCCC